4-phenyl-N-benzyl-7H-pyrrolo[2,3-d]pyrimidine C1(=CC=CC=C1)C=1C2=C(N(CN1)CC1=CC=CC=C1)NC=C2